C(C1=CC(=C(C(=C1)C)O)C)C1=CC(=C(C(=C1)C)O)C 4,4'-methylenebis(2,6-dimethylphenol)